CC1CC=2N(CC1)N=CC2C(=O)NC2=CC(=C(C=C2)C)C=2C=NC1=CC(=NC=C1C2)NC 5-methyl-N-(4-methyl-3-(7-(methylamino)-1,6-naphthyridin-3-yl)phenyl)-4,5,6,7-tetrahydropyrazolo[1,5-a]pyridine-3-carboxamide